2-((6-(3-chlorophenyl)-5,6-dihydro-4H-cyclopenta[d]thiazol-2-yl)amino)-2-oxoethyl methylsulfamate CNS(OCC(=O)NC=1SC2=C(N1)CCC2C2=CC(=CC=C2)Cl)(=O)=O